BrC1=CC2=C(N=C(N=C2)SC)N=C1N 6-bromo-2-(methylthio)pyrido[2,3-d]pyrimidin-7-amine